C(C)(C)(C)OC(NC1CCN(CC1)S(=O)(=O)CC1CCCC1)=O (1-((cyclopentylmethyl)sulfonyl)piperidin-4-yl)carbamic acid tert-butyl ester